4-Benzyl-1-{[2'-(4,5-dimethyl-1H-imidazol-2-yl)-3,4'-bipyridin-5-yl]carbonyl}piperidin-4-ol C(C1=CC=CC=C1)C1(CCN(CC1)C(=O)C=1C=C(C=NC1)C1=CC(=NC=C1)C=1NC(=C(N1)C)C)O